NC1=C(C=C(C=C1)C1=CC(=C(C=C1)N)OCCCC(=O)O)OCCCC(=O)O 4,4'-[(4,4'-diamino[1,1'-biphenyl]-3,3'-diyl)dioxy]bis-butanoic acid